(R)-3-amino-4-hydroxybutyronitrile N[C@H](CC#N)CO